sodium caffeoate C(\C=C\C1=CC(O)=C(O)C=C1)(=O)[O-].[Na+]